2-(1-(2-cyanophenyl)-1-(1-(difluoromethyl)-1H-pyrazol-4-yl)propan-2-yl)-5-methoxy-1-methyl-6-oxo-1,6-dihydropyrimidine-4-carboxylic acid C(#N)C1=C(C=CC=C1)C(C(C)C=1N(C(C(=C(N1)C(=O)O)OC)=O)C)C=1C=NN(C1)C(F)F